ClC1=C(C(=O)N2COC3=C(C2)C=CC=C3C3=CC(=C(C(=O)O)C=C3F)N3C2COCC3CC2)C=CC(=C1)N1CC2(C1)OCC(CO2)(C)C 4-[3-[2-Chloro-4-(7,7-dimethyl-5,9-dioxa-2-azaspiro[3.5]nonan-2-yl)benzoyl]-2,4-dihydro-1,3-benzoxazin-8-yl]-5-fluoro-2-(3-oxa-8-azabicyclo[3.2.1]oct-8-yl)benzoic acid